N-(2-ethoxy-5-fluoropyrimidin-4-yl)-6,6-dimethyl-5-{[1-(tetrahydro-2H-pyran-4-yl)piperidin-4-yl]carbonyl}-1,4,5,6-tetrahydropyrrolo[3,4-c]pyrazol-3-amine C(C)OC1=NC=C(C(=N1)NC=1C2=C(NN1)C(N(C2)C(=O)C2CCN(CC2)C2CCOCC2)(C)C)F